O1CC[C@@H](C2=CC=CC=C12)NC(=O)C1=CC=C2C(=CN=CC2=C1N(C)C)C1=CC(=CC(=C1)Cl)Cl N-[(4S)-Chroman-4-yl]-4-(3,5-dichlorophenyl)-8-(dimethylamino)isoquinoline-7-carboxamide